5-[4-(4-amino-2,6-difluorophenoxy)-1-{[2-(trimethylsilyl)ethoxy]methyl}-1H-pyrrolo[2,3-b]pyridin-3-yl]-2-methoxybenzonitrile NC1=CC(=C(OC2=C3C(=NC=C2)N(C=C3C=3C=CC(=C(C#N)C3)OC)COCC[Si](C)(C)C)C(=C1)F)F